(5-chlorofuran-2-yl)methanamine ClC1=CC=C(O1)CN